1-methyl-N1-(prop-2-yn-1-yl)ethane-1,2-diamine CC(CN)NCC#C